FC(C(F)(F)F)(OS(=O)(=O)O)F perfluoroethoxysulfonic acid